ClC1=NC2=C(N1)C=CC(=C2)Cl 2,5-dichloro-1H-benzo[d]imidazole